N1(N=CC=C1)CC1=CC2=C(C(=NO2)NS(=O)(=O)C=2C(=CC=C3C(CCOC23)O[Si](C)(C)C(C)(C)C)OC)C(=C1)OC N-(6-((1H-pyrazol-1-yl)methyl)-4-methoxybenzo[d]isoxazol-3-yl)-4-((tert-butyldimethylsilyl)oxy)-7-methoxychroman-8-sulfonamide